FC=1C=CC(=C(NCCOC)C1)[N+](=O)[O-] 5-fluoro-N-(2-methoxyethyl)-2-nitro-aniline